ClC1=NC(=CC(=N1)C(=O)O)Cl 2,6-dichloro-pyrimidine-4-carboxylic acid